ClC1=CC=C(C=C1)N1C(C(C[C@@H]1C)C(C(=O)OCC)=O)=O ethyl 2-((5S)-1-(4-chlorophenyl)-5-methyl-2-oxo-pyrrolidin-3-yl)-2-oxo-acetate